C(CCCC)N[C@H](C)C(=O)O R-pentylalanine